6-Chloro-1-[4-(dimethylamino)-2-isopropyl-3-pyridyl]-4-[(2S,5R)-2,5-dimethyl-4-prop-2-enoyl-piperazin-1-yl]-7-(2-methylsulfonylphenyl)pyrido[2,3-d]pyrimidin-2-one ClC1=CC2=C(N(C(N=C2N2[C@H](CN([C@@H](C2)C)C(C=C)=O)C)=O)C=2C(=NC=CC2N(C)C)C(C)C)N=C1C1=C(C=CC=C1)S(=O)(=O)C